3-(3-(4-isobutyrylphenoxy)azetidin-1-yl)-2-(1H-pyrrol-1-yl)benzoic acid C(C(C)C)(=O)C1=CC=C(OC2CN(C2)C=2C(=C(C(=O)O)C=CC2)N2C=CC=C2)C=C1